3-methylbenzene-1,4-diol CC=1C=C(C=CC1O)O